2-(5-amino-7-oxo-6,7-dihydro-2H-pyrazolo[4,3-d]pyrimidin-2-yl)-N-(2-((3-chloro-2-fluorophenylmethyl)amino)-2-oxoethyl)-N-isopropylacetamide NC=1NC(C=2C(N1)=CN(N2)CC(=O)N(C(C)C)CC(=O)NCC2=C(C(=CC=C2)Cl)F)=O